NCCNC(CC1=C(C=C(C=C1C)C(C)(C)C)C)=O N-(2-aminoethyl)-2-[4-(1,1-dimethylethyl)-2,6-dimethylphenyl]acetamide